2-(2-Chlorobenzylidene)hydrazinecarboximidamide ClC1=C(C=NNC(N)=N)C=CC=C1